tert-butyl 4-(3-(piperidine-1-carbonyl)pyrazolo[1,5-a]pyridin-7-yl)-3,6-dihydropyridine-1(2H)-carboxylate N1(CCCCC1)C(=O)C=1C=NN2C1C=CC=C2C=2CCN(CC2)C(=O)OC(C)(C)C